C(\C=C/C(=O)O)(=O)O.ClC=1C=CC2=C(N(C3=C(CC2)C=CC=C3)CCCCN(CC=CC(CC)=O)C)C1 6-[4-(3-chloro-10,11-dihydro-5H-dibenzo[b,f]azepin-5-yl)butyl-methyl-amino]hex-4-en-3-one maleate